[Ge].ClC=1C(=CC(=NC1)NC1=C(C=C(C=C1)NC(C=C)=O)C1=NC=CC=C1)C1CC1 N-(4-((5-chloro-4-cyclopropylpyridin-2-yl)amino)-3-(pyridin-2-yl)phenyl)acrylamide Germanium